(4R)-4-methyl-2-(1-methylpyrazolo[3,4-b]pyridin-4-yl)-6-[[(2S)-1-methylpiperazin-2-yl]methoxy]-3,4-dihydro-1H-isoquinoline C[C@H]1CN(CC2=CC=C(C=C12)OC[C@H]1N(CCNC1)C)C1=C2C(=NC=C1)N(N=C2)C